tert-butyl 5-(benzo[D]thiazol-5-yl)-3-methyl-2,3-dihydro-4H-1,4-oxazine-4-carboxylate S1C=NC2=C1C=CC(=C2)C=2N(C(COC2)C)C(=O)OC(C)(C)C